FC=1C=CC2=C(N=C(S2)N2CCOCC2)C1OCCCCCCCC(=O)N[C@H](C(=O)N1[C@@H](C[C@H](C1)O)C(=O)N[C@@H](C)C1=CC=C(C=C1)C1=C(N=CS1)C)C(C)(C)C (2S,4R)-1-((S)-2-(8-((5-fluoro-2-morpholinobenzo[d]thiazol-4-yl)oxy)octanamido)-3,3-dimethylbutanoyl)-4-hydroxy-N-((S)-1-(4-(4-methylthiazol-5-yl)phenyl)ethyl)pyrrolidine-2-carboxamide